ClC1=NC=NC(=C1F)OC1=C(C=CC=C1)Cl 4-chloro-6-(2-chlorophenoxy)-5-fluoropyrimidine